4-amino-2-(4-(tert-butyl)piperidin-1-yl)-6-methylpyrimidine-5-carboxylic acid NC1=NC(=NC(=C1C(=O)O)C)N1CCC(CC1)C(C)(C)C